ClC=1C(=CC=2N(N1)C=C(N2)[C@H](C2CC1C(C1C2)(F)F)NC(OCC2=CC=CC=C2)=O)CN2C(N[C@@H](C2)C(F)(F)F)=O Benzyl ((1S)-(6-chloro-7-(((S)-2-oxo-4-(trifluoromethyl)imidazolin-1-yl)methyl)imidazo[1,2-b]pyridazin-2-yl)(6,6-difluorobicyclo[3.1.0]hex-3-yl)methyl)carbamate